[V].[Se].[Se].FC(C(C)([SiH](Cl)Cl)F)F trifluoroisopropyl-dichlorosilane Di-selenium Vanadium